(R)-3-ethyl-4-(6-(4-(3-(4-methyl-3-(trifluoromethyl)phenyl)ureido)phenoxy)pyrimidin-4-yl)piperazin C(C)[C@@H]1CNCCN1C1=NC=NC(=C1)OC1=CC=C(C=C1)NC(=O)NC1=CC(=C(C=C1)C)C(F)(F)F